N-(4-(4-amino-5-(4-(3-hydroxypyrrolidine-1-carbonyl)phenyl)-7-methyl-7H-pyrrolo[2,3-d]pyrimidin-6-yl)phenyl)methacrylamide NC=1C2=C(N=CN1)N(C(=C2C2=CC=C(C=C2)C(=O)N2CC(CC2)O)C2=CC=C(C=C2)NC(C(=C)C)=O)C